potassium tert-butanethiol C(C)(C)(C)S.[K]